methyl 4,6-dicarbonyl-4,5,6,7-tetrahydropyrazolo[1,5-b]pyridazine-5-carboxylate C(=O)=C1C=2N(NC(C1C(=O)OC)=C=O)N=CC2